methyl 3-(9-((4-(aminomethyl)phenyl)carbamoyl)-4,5-dihydrobenzo[b]thieno[2,3-d]oxepin-8-yl)-6-((cyclopropylmethyl)carbamoyl)picolinate NCC1=CC=C(C=C1)NC(=O)C1=CC2=C(OCCC3=C2SC=C3)C=C1C=1C(=NC(=CC1)C(NCC1CC1)=O)C(=O)OC